O=C1NC(CCC1N1C(C2=CC=C(C=C2C1)N1CCN(CC1)CCCC1CCN(CC1)C1=CC=C(C=C1)\C(=C(/CC)\C1=CC=CC=C1)\C1=CC=C(C=C1)B(O)O)=O)=O (E)-(4-(1-(4-(4-(3-(4-(2-(2,6-dioxopiperidin-3-yl)-1-oxoisoindolin-5-yl)piperazin-1-yl)propyl)piperidin-1-yl)phenyl)-2-phenylbut-1-en-1-yl)phenyl)boronic acid